OC=1C=C(C=CC1O)C[C@H](N)C(=O)O 3-(3,4-dihydroxyl-phenyl)-l-alanine